5-(6-chloro-5-fluoro-1H-indole-2-carbonyl)-N-[1-(hydroxymethyl)cyclopropyl]-N-methyl-4H,5H,6H,7H-pyrazolo[1,5-a]pyrazine-3-carboxamide ClC1=C(C=C2C=C(NC2=C1)C(=O)N1CC=2N(CC1)N=CC2C(=O)N(C)C2(CC2)CO)F